6-chloro-N-(5-chloro-1-cyclopropyl-1H-pyrazol-4-yl)-7-[4-(3-ethyloxetan-3-yl)piperazin-1-yl]quinazolin-2-amine ClC=1C=C2C=NC(=NC2=CC1N1CCN(CC1)C1(COC1)CC)NC=1C=NN(C1Cl)C1CC1